5-(trifluoromethyl)pyrrolidine-1-carboxylate FC(C1CCCN1C(=O)[O-])(F)F